ClC1=CC=C(C(=O)NC2N(C(N(S2)CC2=CC=C(C=C2)Cl)=O)COC(=O)C2[NH2+]CCC2)C=C1 2-({[5-(4-chlorobenzoylamino)-2-[(4-chlorophenyl)methyl]-3-oxo-1,2,4-thiadiazolidin-4-yl]methoxy}carbonyl)pyrrolidin-1-ium